2-((6-cyclopropylimidazo[1,2-a]pyridin-2-yl)methyl)-2H-pyrazolo[4,3-c]pyridin-4-amine C1(CC1)C=1C=CC=2N(C1)C=C(N2)CN2N=C1C(C(=NC=C1)N)=C2